ethyl 1-(2,4-dichlorophenyl methyl)-1H-1,2,3-triazole-4-carboxylate (ethyl 1-(2,4-dichlorobenzyl)-1H-1,2,3-triazole-4-carboxylate) C(C)C1=C(N=NN1CC1=C(C=C(C=C1)Cl)Cl)C(=O)O.ClC1=C(C=CC(=C1)Cl)CN1N=NC(=C1)C(=O)OCC